FC\C(=C/C1=C(C(NC(N1C)=O)=O)C)\CO 6-[(1Z)-3-fluoro-2-(hydroxymethyl)prop-1-en-1-yl]-1,5-dimethylpyrimidine-2,4(1h,3h)-dione